7-Hydroxy-3,4-dihydro-2H-chromen-4-one 2,2,2-trifluoroacetate FC(C(=O)O)(F)F.OC1=CC=C2C(CCOC2=C1)=O